1,3,5-trichloro-1,3,5-triazin-2,4,6-trione ClN1C(N(C(N(C1=O)Cl)=O)Cl)=O